CS(=O)(=O)C1C[C@@H](CCC1)CC(=O)N ((S)-3-(methylsulfonyl)cyclohexyl)acetamide